5-(3-cyanophenyl)-N-ethyl-2-(4-(trifluoromethyl)phenyl)Oxazole-4-carboxamide C(#N)C=1C=C(C=CC1)C1=C(N=C(O1)C1=CC=C(C=C1)C(F)(F)F)C(=O)NCC